2-methyl-3-(triethoxysilyl)propan-1-amine CC(CN)C[Si](OCC)(OCC)OCC